Cl.N1CCC(CC1)C1=CC=C(C(=O)O)C=C1 4-(piperidin-4-yl)benzoic acid hydrochloride